2-((7-(3-benzoylguanidino)benzo[c][1,2,5]oxadiazol-4-yl)(methyl)amino)ethyl methacrylate C(C(=C)C)(=O)OCCN(C)C1=CC=C(C2=NON=C21)NC(=N)NC(C2=CC=CC=C2)=O